3'-(9H-carbazol-9-yl)-N-(4-(phenanthr-9-yl)phenyl)-[1,1'-biphenyl]-4-amine C1=CC=CC=2C3=CC=CC=C3N(C12)C=1C=C(C=CC1)C1=CC=C(C=C1)NC1=CC=C(C=C1)C=1C2=CC=CC=C2C=2C=CC=CC2C1